ClC1=NC=CC(=C1)CC(=O)O 2-(2-chloropyridin-4-yl)acetic acid